sodium di(trimethylsilyl)amide C[Si](C)(C)[N-][Si](C)(C)C.[Na+]